CN1N=C(C2=CC=CC(=C12)OC1CCN(CC1)C(=O)C1N(CCCC1)C)C1C(NC(CC1)=O)=O 3-(1-methyl-7-((1-(1-methylpiperidine-2-carbonyl)piperidin-4-yl)oxy)-1H-indazol-3-yl)piperidine-2,6-dione